NC1=NC(=NC(=N1)N)C1(CC=C(C=C1)C1=CC=CC=C1)C1=CC=CC=C1C#N 4-(4,6-diamino-1,3,5-triazin-2-yl)biphenyl-4-benzonitrile